(R)-N-(1-(1H-indol-3-yl)propan-2-yl)oxetan-3-amine N1C=C(C2=CC=CC=C12)C[C@@H](C)NC1COC1